CC1=C(C=CC(=C1)C)N1C(=C2C(N(N=CC2=C1C)C1=NC=CC=C1)=O)C 6-(2,4-dimethylphenyl)-5,7-dimethyl-2-(pyridin-2-yl)-2,6-dihydro-1H-pyrrolo[3,4-d]pyridazin-1-one